tert-Butyl 4-(4-(1,1-dioxidothiomorpholino)phenyl)-3,6-dihydropyridine-1(2H)-carboxylate O=S1(CCN(CC1)C1=CC=C(C=C1)C=1CCN(CC1)C(=O)OC(C)(C)C)=O